bis[2-(ethyldimethoxysilyl)1-propyl-1,3-butanedione] platinum (II) [Pt+2].C(C)[Si](C(C(=O)CCC)C(C)=O)(OC)OC.C(C)[Si](C(C(=O)CCC)C(C)=O)(OC)OC